1-fluoro-4-(methylsulfonyl)benzene tert-butyl-4-(6-(8-fluoro-2-methylimidazo[1,2-a]pyridine-6-carboximidamido)pyridin-3-yl)-1,4-diazepane-1-carboxylate C(C)(C)(C)OC(=O)N1CCN(CCC1)C=1C=NC(=CC1)NC(=N)C=1C=C(C=2N(C1)C=C(N2)C)F.FC2=CC=C(C=C2)S(=O)(=O)C